FC(C(=O)O)(F)F.N[C@@H]1CN(CC[C@H]1C)C1=NC2=C(N1CC1=CC=C(C#N)C=C1)C=CC=C2 4-((2-((3S,4R)-3-amino-4-methylpiperidin-1-yl)-1H-benzo[d]imidazol-1-yl)methyl)benzonitrile 2,2,2-trifluoroacetate